N-(4-(7-methoxy-2,2-dimethyl-2,3-dihydrobenzofuran-5-yl)thiazole-2-yl)-3-bromo-1-(3-chloropyridine-2-yl)-5-pyrazoleformamide COC1=CC(=CC=2CC(OC21)(C)C)C=2N=C(SC2)NC(=O)C2=CC(=NN2C2=NC=CC=C2Cl)Br